(1-phenyl-4-(3-(piperidin-1-yl)propyl)-1H-imidazol-2-yl)-3-(1H-pyrazol-4-yl)benzamide C1(=CC=CC=C1)N1C(=NC(=C1)CCCN1CCCCC1)C1=C(C(=O)N)C=CC=C1C=1C=NNC1